6-(6-ethoxy-3-pyridyl)-5-[4-[(3S)-1-(3-fluoropropyl)pyrrolidin-3-yl]oxyphenyl]-8,9-dihydro-7H-benzo[7]annulen-2-ol C(C)OC1=CC=C(C=N1)C1=C(C2=C(CCC1)C=C(C=C2)O)C2=CC=C(C=C2)O[C@@H]2CN(CC2)CCCF